3-(t-butyl)benzoic acid C(C)(C)(C)C=1C=C(C(=O)O)C=CC1